FC=1C=C(N)C=C(C1)CSC 3-fluoro-5-((methylthio)methyl)aniline